1,1-Bis(4-hydroxyphenyl)-3-tert-butyl-cyclohexane OC1=CC=C(C=C1)C1(CC(CCC1)C(C)(C)C)C1=CC=C(C=C1)O